FC1=C(N=CC2=C1N=C(N=C2N2CC(CCC2)NC=O)OCC21CCCN1CCC2)C2=CC=CC1=CC=CC(=C21)F N-(1-(8-fluoro-7-(8-fluoronaphthalen-1-yl)-2-((hexahydro-1H-pyrrolizin-7a-yl)methoxy)pyrido[4,3-d]pyrimidin-4-yl)piperidin-3-yl)formamide